FC(C)(F)C1=NC(=CC(=N1)NC1=C(C=NC(=C1)NC(C)=O)C1=NC(=CC=C1)C1OCCC1)C N-(4'-((2-(1,1-difluoroethyl)-6-methylpyrimidin-4-yl)amino)-6-(tetrahydrofuran-2-yl)-[2,3'-bipyridin]-6'-yl)acetamide